C1(CCCCC1)[Pd](C1=C(C=CC=C1OC(C)C)C1=C(C=C(C=C1C(C)C)C(C)C)C(C)C)C1CCCCC1 dicyclohexyl-(3-isopropoxy-2',4',6'-triisopropyl-[1,1'-biphenyl]-2-yl)palladium